FC(C(=O)N([C@@H]1C[C@H](C1)OC1=C2C=NNC2=CC(=C1)C1=CC=C(C=C1)O)CCO)=C trans-2-fluoro-N-(2-hydroxyethyl)-N-[3-[(6-(4-hydroxyphenyl)-1H-indazol-4-yl)oxy]cyclobutyl]prop-2-enamide